1-(2-(4-methoxyphenyl)-2-oxaethyl)-1H-benzopyrimidine COC1=CC=C(C=C1)OCN1CN=CC2=C1C=CC=C2